C(C(O)C(C(=O)O)CC(=O)O)(=O)O E-Isocitric acid